FC1=CC=C(C=C1)NC1=NC(=C2N=C(NC2=N1)C)NC1=C(C=CC=C1)S(=O)(=O)C N2-(4-fluorophenyl)-8-methyl-N6-(2-(methylsulfonyl)phenyl)-9H-purine-2,6-diamine